O1[C@@H](COCC1)COC1=NC(N2C(C3=CC=C(C=C3CC2)C#CCOCCOCC)=C1)=O 2-((S)-1-[1,4]Dioxan-2-ylmethoxy)-9-[3-(2-ethoxy-ethoxy)-prop-1-ynyl]-6,7-dihydro-pyrimido[6,1-a]isoquinolin-4-one